3-bromo-4-trityl-4H-1,2,4-triazole BrC1=NN=CN1C(C1=CC=CC=C1)(C1=CC=CC=C1)C1=CC=CC=C1